CN(C(CC=1C=C(C=CC1)NC(CC1=CC=C(C=C1)C1=CC=2N(C=C1)N=CN2)=O)=O)C N-[3-[2-(Dimethylamino)-2-oxoethyl]phenyl]-2-[4-([1,2,4]triazolo[1,5-a]pyridin-7-yl)phenyl]acetamide